benzofuran-3-carboxylic acid O1C=C(C2=C1C=CC=C2)C(=O)O